2-fluoro-4-(2-(2-fluorophenyl)pyrrolidin-1-yl)-N-((R,E)-4-(methylsulfonyl)but-3-en-2-yl)benzamide FC1=C(C(=O)N[C@H](C)\C=C\S(=O)(=O)C)C=CC(=C1)N1C(CCC1)C1=C(C=CC=C1)F